C(C=C)(=O)OCC[N+](C)(C)C 2-(acryloyloxy)ethyl-trimethyl-ammonium